(19Z,22Z)-N,N-dimethyloctacosa-19,22-dien-9-amine CN(C(CCCCCCCC)CCCCCCCCC\C=C/C\C=C/CCCCC)C